tert-butyl 4-methyl-6,7-dihydropyrazolo[1,5-a]pyrazine-5(4H)-carboxylate CC1C=2N(CCN1C(=O)OC(C)(C)C)N=CC2